1-((1R,3r,5S,6r)-3-(6-chloro-1H-indazol-4-yl)-3-hydroxybicyclo[3.1.0]hexan-6-yl)-3-ethylurea ClC1=CC(=C2C=NNC2=C1)C1(C[C@H]2C([C@H]2C1)NC(=O)NCC)O